NC=1N=C(C=C2C=C(N=CC12)NC(=O)[C@H]1[C@@H](C1)C#N)C1=CC2=C(C(N=C2C=C1C)=O)O trans-N-[8-amino-6-(3-hydroxy-6-methyl-2-oxo-indol-5-yl)-2,7-naphthyridine-3-yl]-2-cyano-cyclopropanecarboxamide